C(#N)C=1C=C(C=CC1)C#CC1=CN=C(S1)COC1=CC=CC(=N1)C1=CC(=C(CC2=NC3=C(N2C[C@H]2OCC2)C=C(C=C3)C(=O)O)C=C1F)F (S)-2-(4-(6-((5-((3-cyanophenyl)ethynyl)thiazol-2-yl)methoxy)pyridin-2-yl)-2,5-difluorobenzyl)-1-(oxetan-2-ylmethyl)-1H-benzo[d]imidazole-6-carboxylic acid